FC1=CC(=C(COCC2=C(N)C=C(C=C2)C)C=C1)C(F)(F)F 2-(((4-fluoro-2-(trifluoromethyl)benzyl)oxy)methyl)-5-methylaniline